O=C1N(C(C=C1)=O)CCC(NCCOCCOCCOCCOCCOCCOCCC(=O)[O-])=O 1-(2,5-dioxo-2,5-dihydro-1H-pyrrol-1-yl)-3-oxo-7,10,13,16,19,22-hexaoxa-4-azapentacosane-25-oate